CN(C(C(=O)C1=CC=C(C=C1)N1CCOCC1)(CC)CC1=CC=C(C=C1)C)C 2-(dimethylamino)-2-[(4-methyl-phenyl)methyl]-1-[4-(4-morpholinyl)phenyl]-1-butaNon